ClC=1C=C(C(=O)N(C)C(C)C2=NC=CN=C2C=2N=NC(=CC2)O)C=C(C1)C(F)(F)F 3-chloro-N-[1-[3-(6-hydroxypyridazin-3-yl)pyrazin-2-yl]ethyl]-N-methyl-5-(trifluoromethyl)benzamide